C(C)N(C=1C=C2CN(C(C2=CC1)=O)C1C(NC(CC1)=O)=O)[C@@H]1[C@H](CCCC1)NCC 3-(5-(ethyl((1S,2S)-2-(ethylamino)cyclohexyl)amino)-1-oxoisoindolin-2-yl)piperidine-2,6-dione